(2s,3r,4r,5r)-5-(acetoxymethyl)-tetrahydrofuran-2,3,4-triyltriacetate C(C)(=O)OC[C@H]1[C@@H]([C@H]([C@@H](O1)CC(=O)[O-])CC(=O)[O-])CC(=O)[O-]